C(C)(C)N1C(C=CC(=C1)Br)=O 1-isopropyl-5-bromo-pyridin-2(1H)-one